6-bromo-4-(2-trimethylsilylethoxymethyl)-1,4-benzoxazin-3-one BrC=1C=CC2=C(N(C(CO2)=O)COCC[Si](C)(C)C)C1